5-hexyl-1-(4-vinylbenzyl)-1H-1,2,4-triazole C(CCCCC)C1=NC=NN1CC1=CC=C(C=C1)C=C